N-(1,3-benzodioxol-4-ylmethyl)-1-[2-(4-methyl-1-piperidyl)-4-pyridyl]methanamin O1COC2=C1C=CC=C2CNCC2=CC(=NC=C2)N2CCC(CC2)C